N-(2-(azetidin-1-yl)ethyl)-3-(3-methoxybenzyl)-8-methylquinoxalin-2-amine trifluoroacetate FC(C(=O)O)(F)F.N1(CCC1)CCNC1=NC2=C(C=CC=C2N=C1CC1=CC(=CC=C1)OC)C